2-(1-methylpyrazol-4-yl)-2-(3-thienyl)acetonitrile CN1N=CC(=C1)C(C#N)C1=CSC=C1